C(#N)C1(CC1)C=1C(=CN2C=C(C=CC12)C1CCOCC1)C(=O)O 1-(1-cyanocyclopropyl)-6-(tetrahydro-2H-pyran-4-yl)indolizine-2-carboxylic acid